COC1=NC=C(C(=N1)OC)C=1C=C(C=2N(N1)C=CN2)[C@@H]2[C@H](C2)C2=CC=C1C=NN(C1=C2)CCC(F)(F)F 6-(2,4-dimethoxypyrimidin-5-yl)-8-((1S,2S)-2-(1-(3,3,3-trifluoropropyl)-1H-indazol-6-yl)cyclopropyl)imidazo[1,2-b]pyridazine